(1-bromo-2-(benzenesulfonyl)ethyl)naphthalene ethyl-(E)-2-cyano-3-[4-methoxy-3-(3-methoxypropoxy)anilino]prop-2-enoate C(C)OC(\C(=C\NC1=CC(=C(C=C1)OC)OCCCOC)\C#N)=O.BrC(CS(=O)(=O)C1=CC=CC=C1)C1=CC=CC2=CC=CC=C12